C(C)(C)(C)OC(=O)NCCN[C@@H](CCC(=O)OC)C(=O)OC dimethyl (2-((tert-butoxycarbonyl)amino)ethyl)glutamate